3-(trifluoromethyl)-2,5,7,8-tetrahydro-6H-pyrazolo[4',3':4,5]imidazo[1,2-a]pyrazin FC(C=1NN=C2C1N=C1N2CCNC1)(F)F